3-bromophenyl(dineopentyl)phosphine oxide BrC=1C=C(C=CC1)P(CC(C)(C)C)(CC(C)(C)C)=O